5-(4-bromophenyl)-3,4-dihydro-2H-pyrrole BrC1=CC=C(C=C1)C=1CCCN1